2-(1H-tetrazol-5-yl)pyridin-3-amine N1N=NN=C1C1=NC=CC=C1N